2,5-furandivaleraldehyde O1C(=CC=C1CCCCC=O)CCCCC=O